5-(1-(methoxyimino)ethyl-7-(thiazol-2-yl)-4-(trifluoromethoxy)benzo[d]oxazol-2-yl)-3,8-diazabicyclo[3.2.1]octane-8-carboxylate CON=C(C)C=1C=C(C2=C(N=C(O2)C23CNCC(CC2)N3C(=O)[O-])C1OC(F)(F)F)C=1SC=CN1